NC1=NC2=CC(=CC=C2C=C1Br)C[C@@H]1CC[C@]2([C@@H]1O[C@H]([C@@H]2O)N2C=CC1=C2N=CN=C1C1CC1)O (2R,3R,3aS,6S,6aR)-6-((2-amino-3-bromoquinolin-7-yl)methyl)-2-(4-cyclopropyl-7H-pyrrolo[2,3-d]pyrimidin-7-yl)hexahydro-3aH-cyclopenta[b]furan-3,3a-diol